ClC=1C(=C2N=C(N=C3C2=C(C[C@@H]([C@H]2[C@@H]4CC[C@H](CN32)N4C(=O)OC(C)(C)C)CC)N1)SCC)F tert-butyl (5S,5aS,6S,9R)-2-chloro-5-ethyl-12-(ethylthio)-1-fluoro-4,5,5a,6,7,8,9,10-octahydro-3,10a,11,13,14-pentaaza-6,9-methanonaphtho[1,8-ab]heptalene-14-carboxylate